C(CCCCCCCCC)OC(CN(C(=O)OCCN(CCOC(=O)N(CC(=O)OCCCCCCCCCC)CC(=O)OCCCCCCCCCC)CCN(CC)CC)CC(OCCCCCCCCCC)=O)=O decyl 2-(2-(2-(bis(2-decoxy-2-oxo-ethyl)carbamoyloxy)ethyl-(2-(diethylamino)ethyl)amino)ethoxycarbonyl-(2-decoxy-2-oxo-ethyl)amino)acetate